O1CCC(=CC1)C1=NN2C(NC3=C(C2=O)C2(CCN(CC2)C(=O)OC(C)(C)C)CC3C)=N1 tert-butyl 2-(3,6-dihydro-2H-pyran-4-yl)-5-methyl-8-oxo-4,5,6,8-tetrahydrospiro[cyclopenta[d][1,2,4]triazolo[1,5-a]pyrimidine-7,4'-piperidine]-1'-carboxylate